C(C1=CC=CC=C1)(=O)NC1=CC=C(C=C1)C1=CC(=CC(=C1)N1N=NC(=C1)C1=CC=C(C=C1)C(F)(F)F)C(=O)OC Methyl 4'-benzamido-5-(4-(4-(trifluoromethyl)phenyl)-1H-1,2,3-triazol-1-yl)-[1,1'-biphenyl]-3-carboxylate